FC(C(F)F)(OC=1C=C(C=C(C1)OC(C(F)F)(F)F)S(=O)(=O)[O-])F.[Na+] sodium 3,5-bis(1,1,2,2-tetrafluoroethoxy)benzenesulfonate